N-(5-bromo-8-(methylamino)-2,7-naphthyridin-3-yl)acetamide BrC1=C2C=C(N=CC2=C(N=C1)NC)NC(C)=O